bis(o-fluorophenyl)phosphine chloride [Cl-].FC1=C(C=CC=C1)PC1=C(C=CC=C1)F